FC(C1=C2C=C(NC2=CC=C1)C(=O)N(C)C1C=2C3=C(C(NC2CNC1)=O)C=C(C=C3)F)F 4-(difluoromethyl)-N-(8-fluoro-6-oxo-1,2,3,4,5,6-hexahydrobenzo[c][1,7]naphthyridin-1-yl)-N-methyl-1H-indole-2-carboxamide